[4-(4-chlorobenzoyl)phenyl]ethanone ClC1=CC=C(C(=O)C2=CC=C(C=C2)C(C)=O)C=C1